N(=C=S)C=1C=C(OC[C@@H]2N(CCC2)C)C=C(C1)C(F)(F)F (R)-2-((3-isothiocyanato-5-(trifluoromethyl)phenoxy)methyl)-1-methylpyrrolidine